C[C@@H]1[C@H]([C@H]1C1=NN=CN1C)C=1C=C(C=CC1)N1C(C2=CC=CC(=C2C1)C(F)(F)F)=O 2-[3-[(1R,2R,3S)-2-methyl-3-(4-methyl-4H-1,2,4-triazol-3-yl)cyclopropyl]phenyl]-4-(trifluoromethyl)-2,3-dihydro-1H-isoindol-1-one